ethyl (1S,3aR,6aS)-2-((S)-2-((tert-butoxycarbonyl)amino)hex-5-enoyl)octahydrocyclopenta[c]pyrrole-1-carboxylate C(C)(C)(C)OC(=O)N[C@H](C(=O)N1[C@@H]([C@@H]2[C@H](C1)CCC2)C(=O)OCC)CCC=C